ethylcarbonyloxy[3H-benzotriazole] C(C)C(=O)ON1N=NC2=C1C=CC=C2